NC1=NC2=CC(=CC=C2C=C1Br)/C=C/C=1[C@H]([C@H](C(C1)N1CCC2=C1N=CN=C2N)O)O (1S,2R)-3-((E)-2-(2-amino-3-bromoquinolin-7-yl)ethenyl)-5-(4-amino-5,6-dihydro-7H-pyrrolo[2,3-d]pyrimidin-7-yl)cyclopent-3-ene-1,2-diol